1-((benzyloxy)methyl)-2-methoxy-1-(4-phenylbut-1-yn-1-yl)-1,2-dihydro-3H-imidazo[1,5-a]indol-3-one C(C1=CC=CC=C1)OCC1(N(C(N2C1=CC=1C=CC=CC21)=O)OC)C#CCCC2=CC=CC=C2